ClC1=C(C=CC=C1)C1NCCC1 2-(2-chlorophenyl)pyrrolidine